(1r,5s,6r)-N,N-diethyl-3-(6-(3-methyl-1,2,4-oxadiazol-5-yl)-6-azabicyclo[3.2.1]oct-3-yl)-3-azabicyclo[3.1.0]hexane-6-carboxamide C(C)N(C(=O)C1[C@H]2CN(C[C@@H]12)C1CC2CN(C(C1)C2)C2=NC(=NO2)C)CC